2-isobutyl-4,7-dibromo-5,6-dimethoxy-benzotriazol C(C(C)C)N1N=C2C(=N1)C(=C(C(=C2Br)OC)OC)Br